CS(=O)(=O)C1CN(C1)C(=O)O[C@@H]1CC[C@H](CC1)C(N(C[C@@H]1CC[C@H](CC1)C1=NC(=C(C=C1)OC)C)C1=CC(=CC=C1)C=1C=NN(C1)C(C)C)=O trans-4-((3-(1-Isopropyl-1H-pyrazol-4-yl)phenyl)((trans-4-(5-methoxy-6-methylpyridin-2-yl)cyclohexyl)methyl)carbamoyl)cyclohexyl 3-(methylsulfonyl)azetidine-1-carboxylate